NCC(CN)CCN 2-aminomethyl-1,4-diaminobutane